C(C)(=O)N1CC2=C(CC1)C(=NN2C=2C=CC=C1C=C(N=CC21)C=2C=CC(=NC2)C(=O)OC)C2CCOCC2 Methyl 5-(8-(6-acetyl-3-(tetrahydro-2H-pyran-4-yl)-4,5,6,7-tetrahydro-1H-pyrazolo[3,4-c]pyridin-1-yl)isoquinolin-3-yl)picolinate